tert-butyl 3-((((9H-fluoren-9-yl)methoxy)carbonyl)amino)-4-((3-(4-chloro-3-fluorobenzoyl)-4,5-dimethylthiophen-2-yl) amino)-4-oxobutanoate C1=CC=CC=2C3=CC=CC=C3C(C12)COC(=O)NC(CC(=O)OC(C)(C)C)C(=O)NC=1SC(=C(C1C(C1=CC(=C(C=C1)Cl)F)=O)C)C